N-(2-((4-(2-((3-(1H-Imidazol-1-yl)benzyl)((1-methyl-1H-indazol-5-yl)methyl)amino)ethyl)phenyl)carbamoyl)-4,5-dimethoxyphenyl)-7-methyl-4-oxo-4H-chromene-2-carboxamide N1(C=NC=C1)C=1C=C(CN(CCC2=CC=C(C=C2)NC(=O)C2=C(C=C(C(=C2)OC)OC)NC(=O)C=2OC3=CC(=CC=C3C(C2)=O)C)CC=2C=C3C=NN(C3=CC2)C)C=CC1